(S)-N-((S)-1-(4-(4-isopropyl-5-(8-methoxy-[1,2,4]triazolo[1,5-a]pyridin-6-yl)-1H-pyrazol-3-yl)phenyl)ethyl)-N,1-dimethyl-azetidine-2-carboxamide C(C)(C)C=1C(=NNC1C=1C=C(C=2N(C1)N=CN2)OC)C2=CC=C(C=C2)[C@H](C)N(C(=O)[C@H]2N(CC2)C)C